methyl 5-benzyl-3-((1-methyl-1H-indazole-3-carboxamido)methyl)-4,5-dihydroisoxazole-5-carboxylate C(C1=CC=CC=C1)C1(CC(=NO1)CNC(=O)C1=NN(C2=CC=CC=C12)C)C(=O)OC